2-[7-(dimethylamino)-2-oxo-2H-chromen-4-yl]-N-[(1s,4s)-4-{[6-chloro-2-(trifluoromethyl)quinolin-4-yl]amino}cyclohexyl]acetamide CN(C1=CC=C2C(=CC(OC2=C1)=O)CC(=O)NC1CCC(CC1)NC1=CC(=NC2=CC=C(C=C12)Cl)C(F)(F)F)C